C12OCC(C1)(C2)C2=CC(=CC(=N2)NC2=CC(=NC=C2OCC)NC(C)=O)C N-(4-((6-(2-oxabicyclo[2.1.1]hex-4-yl)-4-methylpyridin-2-yl)amino)-5-ethoxypyridin-2-yl)acetamide